N(=C=O)C1(C(C=CC2=C(C=CC=C12)N=C=O)CCO)CCO 1,5-DiisocyanatoNaphthalendiethanol